CN(C(CC1=CC=CC=C1)=O)S(=O)(=O)C N-methyl-N-(methylsulfonyl)-2-phenylacetamide